6,7-dimethoxy-9-(6-(methyl(thiophen-2-ylmethyl)amino)pyridin-3-yl)naphtho[2,3-c]furan-1(3H)-one COC1=CC2=CC3=C(C(OC3)=O)C(=C2C=C1OC)C=1C=NC(=CC1)N(CC=1SC=CC1)C